C[C@H]1CNC2C(O1)C1=CC=CC=C1C2 (2S)-2-methyl-2,3,4,4a,5,9b-hexahydroindeno[1,2-b][1,4]oxazine